(ethyl-d5)sulfamoyl chloride C(C([2H])([2H])[2H])([2H])([2H])NS(=O)(=O)Cl